6-(cyclopropylmethyl)-4-((6-methoxypyridin-3-yl)methoxy)-2-methyl-5,6,7,8-tetrahydropyrido[4,3-d]pyrimidine C1(CC1)CN1CC2=C(N=C(N=C2OCC=2C=NC(=CC2)OC)C)CC1